FC=1C(=CC=C2C(=NC(=NC12)OCC12CCCN2CCC1)N1C[C@H]2CC[C@@H](C1)N2C(C(C)S(=O)(=O)N)=O)C2=CC(=CC1=CC=CC=C21)O 1-((1R,5S)-3-(8-fluoro-7-(3-hydroxynaphthalen-1-yl)-2-((tetrahydro-1H-pyrrolizin-7a(5H)-yl)methoxy)quinazolin-4-yl)-3,8-diazabicyclo[3.2.1]octan-8-yl)-1-oxopropane-2-sulfonamide